N1CCC(CC1)CC(=O)N1CCC(CC1)O 1-(4-piperidylacetyl)-4-hydroxypiperidine